1-((2-(Allyloxy)-3,4-difluorophenyl)(5-methylthiophene-2-yl)methyl)-5-(benzyloxy)-3-(1-vinylcyclobutyl)-2,3-dihydro-1H-pyrido[2,1-f][1,2,4]triazine-4,6-dione C(C=C)OC1=C(C=CC(=C1F)F)C(N1N2C(C(N(C1)C1(CCC1)C=C)=O)=C(C(C=C2)=O)OCC2=CC=CC=C2)C=2SC(=CC2)C